COC(CC1=C(C=C(C=C1)F)O)=O 2-(4-fluoro-2-hydroxyphenyl)acetic acid methyl ester